1-((1r,4r)-4-((4-bromobenzyl)oxy)cyclohexyl)-2,5-dimethyl-1H-pyrrole BrC1=CC=C(COC2CCC(CC2)N2C(=CC=C2C)C)C=C1